ClC1=CC=C(C=C1)[C@@H]1[C@H](CCC(N1)=O)CN1CCC2(CN(C2)C2=NC=NC3=CC=C(C=C23)CC(F)(F)F)CC1 |r| rac-(5R,6S)-6-(4-chlorophenyl)-5-((2-(6-(2,2,2-trifluoroethyl)quinazolin-4-yl)-2,7-diazaspiro[3.5]nonan-7-yl)methyl)piperidin-2-one